OC1=C(C(=O)OCCCCCCCCCCCCCCCCCCCC)C=CC=C1 icosyl o-hydroxybenzoate